CS(=O)(=O)[O-] Methanesulfonate